2-(biphenyl-4-yl)-6-chloro-4-{4-(pyridin-3-yl)-phenyl}-benzoxazole C1(=CC=C(C=C1)C=1OC2=C(N1)C(=CC(=C2)Cl)C2=CC=C(C=C2)C=2C=NC=CC2)C2=CC=CC=C2